N-Dodecyl-diethanolamine C(CCCCCCCCCCC)N(CCO)CCO